C(C)(C)C=1C=C(C=NC1OC)OC1=C(C=C(C=C1C)N1N=C(C(NC1=O)=O)C#N)C 2-(4-((5-isopropyl-6-methoxypyridin-3-yl)oxy)-3,5-dimethylphenyl)-3,5-dioxo-2,3,4,5-tetrahydro-1,2,4-triazine-6-carbonitrile